BrC(C)C1=C2C(N(C(=NC2=CC=C1C)N1CCC(CC1)(C)C)C)=O (1-bromoethyl)-2-(4,4-dimethylpiperidin-1-yl)-3,6-dimethylquinazolin-4(3H)-one